methyl 5-(3-bromoimidazo[1,2-a]pyridin-6-yl)-1-(4-fluorophenyl)-1,2,4-triazole-3-carboxylate BrC1=CN=C2N1C=C(C=C2)C2=NC(=NN2C2=CC=C(C=C2)F)C(=O)OC